isoamyl butyrate (isoamyl butanoate) C(CC(C)C)C(C(=O)O)CC.C(CCC)(=O)OCCC(C)C